tetraoxaoctatriacontaneN O=COOOCCCCCCCCCCCCCCCCCCCCCCCCCCCCCCCCC